(3-Acryloyloxypropyl)methyl-dimethoxysilane tert-butyl-(4-(4-(3-((2-((1S)-1-((tetrahydro-2H-pyran-2-yl)oxy)ethyl)-1H-imidazol-1-yl)methyl)isoxazol-5-yl)phenyl)but-3-yn-1-yl)carbamate C(C)(C)(C)N(C(O)=O)CCC#CC1=CC=C(C=C1)C1=CC(=NO1)CN1C(=NC=C1)[C@H](C)OC1OCCCC1.C(C=C)(=O)OCCC[Si](OC)(OC)C